[Si](C)(C)(C(C)(C)C)OCC1=C(N=NN1C)C=1N=NC(=CC1)C 3-(5-(((tert-butyldimethylsilyl)oxy)methyl)-1-methyl-1H-1,2,3-triazol-4-yl)-6-methylpyridazine